(2R)-2-[[(benzyloxy)carbonyl]amino]-6-[[(tert-butoxy)carbonyl]amino]hexanoic acid C(C1=CC=CC=C1)OC(=O)N[C@@H](C(=O)O)CCCCNC(=O)OC(C)(C)C